[Cl-].C(CCC)[NH3+] n-butylammonium chloride